C(C)(=O)NC1=C(C(=NC(=C1)Cl)C(=O)OC)Cl methyl 4-acetamido-3,6-dichloropyridine-2-carboxylate